6-(1-isopropyl-1H-pyrazol-3-yl)-5-methyl-2-(1-methyl-1H-imidazol-2-yl)thieno[2,3-d]pyrimidin-4-ol C(C)(C)N1N=C(C=C1)C1=C(C2=C(N=C(N=C2O)C=2N(C=CN2)C)S1)C